C(C)(C)(C)OC(=O)N1N=C(C(=C1C)C)C=O formyl-4,5-dimethyl-pyrazole-1-carboxylic acid tert-butyl ester